C(C)(=O)O[C@H]1CNC(CC1)C=1C(=NC=C(C1)C=1N=NN(C1COC(N(C)C1C[C@H]2C([C@H]2C1)(F)F)=O)C)CC (R)-1-(6-(5-((((((1R,3s,5S)-6,6-difluorobicyclo[3.1.0]hexane-3-yl) (methyl) carbamoyl) oxy) methyl)-1-methyl-1H-1,2,3-triazol-4-yl)-2-ethylpyridin-3-yl) piperidin-3-yl) acetate